C[C@@H]1[C@@H]([C@@H]([C@H]([C@H](O1)O[C@@H]2[C@@H]([C@H]([C@H](O[C@@H]2C(=O)O)O[C@H]3[C@H]([C@H](O[C@@H]([C@@H]3O)OCCSSCCO[C@@H]4[C@@H]([C@H]([C@H]([C@H](O4)C(=O)O)O)O[C@@H]5[C@@H]([C@H]([C@H]([C@H](O5)C(=O)O)O[C@@H]6[C@@H]([C@H]([C@H]([C@H](O6)C)N)O)NC(=O)C)O)O)O)C(=O)O)O)O)O)NC(=O)C)O)N The molecule is an oligosaccharide derivative consisting of two 2-acetamido-4-amino-2,4-dideoxy-alpha-D-fucosyl-(1->4)-alpha-D-galacturonosyl-(1->3)-alpha-D-galacturonosyloxy trisaccharide units linked via a dithiodiethyl divalent group. One of a panel of synthetic oligosaccharide derivatives designed to reveal a critical role of the rare aminosugar 2-acetamido-4-amino-2,4-dideoxy-D-fucose (2-acetamido-4-amino-2,4,6-trideoxy-D-galactose; D-AAT) for serotype 1 immune recognition (PMID:29632881). It is an organic disulfide and an oligosaccharide derivative.